rac-(2s,4r)-4-(1-hydroxyethyl-1-d)-2-phenylpiperidine-1-carboxylic acid tert-butyl ester C(C)(C)(C)OC(=O)N1[C@@H](C[C@@H](CC1)C(C)([2H])O)C1=CC=CC=C1 |r|